[N+](=O)([O-])C1=CC=C(C=N1)N1CC2CCC(C1)N2 3-(6-nitro-3-pyridyl)-3,8-diazabicyclo[3.2.1]octane